OC1=C(C=CC=C1)N1NC(=CC(=N1)C1=CC=CC=C1)C1=CC=CC=C1 2-(2'-hydroxyphenyl)-4,6-diphenyltriazine